OC(CN(CCN(CC(C)O)CC(C)O)CC(C)O)C N,N,N',N'-Tetrakis(2-hydroxypropyl)-ethylenediamine